1-{2-([1,1'-biphenyl]-4-yl)-2-oxoethyl}-[2,2'-bipyridin]-1-ium bromide [Br-].C1(=CC=C(C=C1)C(C[N+]1=C(C=CC=C1)C1=NC=CC=C1)=O)C1=CC=CC=C1